5-[2-(2,4-difluorophenoxy)-5-(ethylsulfonylmethyl)phenyl]-7-methylimidazo[1,5-a]pyrazin-8-one FC1=C(OC2=C(C=C(C=C2)CS(=O)(=O)CC)C2=CN(C(C=3N2C=NC3)=O)C)C=CC(=C1)F